(R)-3-(CARBAMOYLMETHYL)-5-METHYLHEXANOIC ACID C(N)(=O)C[C@H](CC(=O)O)CC(C)C